C12(CC(C1)C2)C=2C(=CC=1N(N2)C(=CN1)C1=C(C=C(C(=N1)N[C@H]1CN(CCC1)C(=O)OC(C)(C)C)F)F)OC tert-butyl (R)-3-((6-(6-(bicyclo[1.1.1]pentan-1-yl)-7-methoxyimidazo[1,2-b]pyridazin-3-yl)-3,5-difluoropyridin-2-yl)amino)piperidine-1-carboxylate